FC(C=1C=C(C=CC1)C(C)=O)(F)F 1-(3-trifluoromethylphenyl)ethanone